[(3S,9aS)-3-[5-chloro-6-(trifluoromethyl)-2-pyridyl]-3,4,6,7,9,9a-hexahydro-1H-pyrazino[2,1-c][1,4]oxazin-8-yl]-(2-chloro-3-methoxy-phenyl)methanone ClC=1C=CC(=NC1C(F)(F)F)[C@@H]1CN2[C@H](CO1)CN(CC2)C(=O)C2=C(C(=CC=C2)OC)Cl